C(C)(C)(C)ONC(=O)C1=CNC2=CC(=C(C=C12)C=1C(=NC(=CC1)N(C)C)OC)Cl N-(tert-butoxy)-6-chloro-5-(6-(dimethylamino)-2-methoxypyridin-3-yl)-1H-indole-3-carboxamide